(7-chloro-2-methoxybenzo[b][1,5]naphthyridin-10-yl)amino-2,6-bis(pyrrolidin-1-ylmethyl)phenol ClC=1C=CC=2C(=NC3=CC=C(N=C3C2NC=2C(=C(C(=CC2)CN2CCCC2)O)CN2CCCC2)OC)C1